CC1=C(SC=C1)[S+](C1=CC=CC=C1)C1=CC=CC=C1 (methylthiophenyl)diphenylsulfonium